C(C)(=O)C=1C2=C(C(=NC1)N)C(=NN2[C@@H]2CN(CC2)C(C=C)=O)C#CC2=CC1=C(N(C(=N1)C)C1CC1)C=C2F (S)-1-(3-(7-acetyl-4-amino-3-((1-cyclopropyl-6-fluoro-2-methyl-1H-benzo[d]imidazol-5-yl)ethynyl)-1H-pyrazolo[4,3-c]pyridin-1-yl)pyrrolidin-1-yl)prop-2-en-1-one